CC1CCCC1 Methyl-cyclopentane